2-[2-(6'-chloro[2,2'-bipyridin]-6-yl)-5-(ethylsulfonyl)-1-methyl-1H-imidazol-4-yl]-6,6,7,7-tetrafluoro-1-methyl-6,7-dihydro-1H-[1,4]dioxino[2,3-f]benzimidazole ClC1=CC=CC(=N1)C1=NC(=CC=C1)C=1N(C(=C(N1)C1=NC2=C(N1C)C=C1C(=C2)OC(C(O1)(F)F)(F)F)S(=O)(=O)CC)C